CC1=NC(=CC=C1O[C@@H]1C[C@H](CCC1)C(=O)O)C=1N=NN(C1CNC1=NC=CC(=N1)OCC1(CC1)C)C (1S,3S)-3-((2-methyl-6-(1-methyl-5-(((4-((1-methylcyclopropyl)methoxy)pyrimidin-2-yl)amino)methyl)-1H-1,2,3-triazol-4-yl)pyridin-3-yl)oxy)cyclohexane-1-carboxylic acid